NC1=NC=2C=CC=C(C2C2=C1N=C(N2)COCC)OCCC(C)O 4-((4-amino-2-(ethoxymethyl)-1H-imidazo[4,5-c]quinolin-9-yl)oxy)butan-2-ol